2-amino-3-(oxazol-2-yl)butanoic acid NC(C(=O)O)C(C)C=1OC=CN1